O.[Pt](=O)=O Platinum(IV) oxide monohydrate